C(C1=CC=CC=C1)N1CC2(C1)CC(C2)(O)C 2-benzyl-6-methyl-2-azaspiro[3.3]heptan-6-ol